ethyl 6-bromo-2-oxo-1-(pyrimidin-2-ylmethyl)-1,8-naphthyridine-3-carboxylate BrC=1C=C2C=C(C(N(C2=NC1)CC1=NC=CC=N1)=O)C(=O)OCC